C(=O)[O-].COC(=O)C=1SC=C(C1NC(C[N+]1(CCC(CC1)(C)C)CC(=O)NC1=C(SC=C1C)C(NC)=O)=O)C 1-(2-((2-(methoxycarbonyl)-4-methylthiophen-3-yl)amino)-2-oxoethyl)-4,4-dimethyl-1-(2-((4-methyl-2-(methylcarbamoyl)thiophen-3-yl)amino)-2-oxoethyl)piperidin-1-ium formate